methyl 2-(trifluoromethyl)-4-[8-(1H-indol-5-yl)-10-[2-(morpholin-4-yl)ethyl]phenoxazin-2-yl]benzoate FC(C1=C(C(=O)OC)C=CC(=C1)C1=CC=2N(C3=CC(=CC=C3OC2C=C1)C=1C=C2C=CNC2=CC1)CCN1CCOCC1)(F)F